C1(CC1)C=1C=NN(C1CO[C@H]1[C@@H]2CN([C@H](C1)C2)C2=CC(=C(C=C2)CCC(=O)O)F)C2=C(C=CC=C2Cl)Cl 3-{4-[(1S,4S,5R)-5-{[4-cyclopropyl-1-(2,6-dichlorophenyl)-1H-pyrazol-5-yl]methoxy}-2-azabicyclo[2.2.1]heptan-2-yl]-2-fluorophenyl}propanoic acid